C(C(C)(C)C)OC1C(CCCC1)CN (2-neopentyloxycyclohexane-1-yl)methylamine